2-(3-isopropylnaphthalen-1-yl)-4,4,5,5-tetramethyl-1,3,2-dioxaborolane C(C)(C)C=1C=C(C2=CC=CC=C2C1)B1OC(C(O1)(C)C)(C)C